NC=1C=C2CC(CC2=CC1N)(C(NC)=O)NC(O)=O (5,6-diamino-2-(methylcarbamoyl)-2,3-dihydro-1H-inden-2-yl)carbamic acid